C(#C)C=1C=C(C(=O)NC2=CC(=C(C=C2)CNCCN2CCN(CC2)C(=O)OC)C(F)(F)F)C=CC1C Methyl 4-[2-([[4-(3-Ethynyl-4-Methylbenzamido)-2-(Trifluoromethyl)Phenyl]Methyl] Amino)Ethyl]Piperazine-1-Carboxylate